C(C=C)N1N=C(C=C1)C=1C(=C2C(C=C(NC2=CC1F)C=1C=C(C#N)C=CC1Cl)=O)F 3-[6-(1-allylpyrazol-3-yl)-5,7-difluoro-4-oxo-1H-quinolin-2-yl]-4-chloro-benzonitrile